1-((4-(4-chloro-3,5-dimethylphenoxy)phenyl)sulfonyl)-1,2,3,4-tetrahydroquinoline-6-carboxamide ClC1=C(C=C(OC2=CC=C(C=C2)S(=O)(=O)N2CCCC3=CC(=CC=C23)C(=O)N)C=C1C)C